CC1(C(=[N+](C2=CC=C(C=C12)S(=O)(=O)[O-])CCCCS(=O)(=O)[O-])/C=C/C1=C/C(/CCC1)=C/C=C\1/N(C2=CC=C(C=C2C1(C)C)S(=O)(=O)[O-])CCCCS(=O)(=O)[O-])C (E)-2-((E)-2-(3,3-dimethyl-5-sulfonato-1-(4-sulfonatobutyl)-3H-indol-1-ium-2-yl)vinyl)-6-((E)-2-(3,3-dimethyl-5-sulfonato-1-(4-sulfonatobutyl)indolin-2-ylidene)ethylidene)cyclohex-1-en